C(C)(C)C1=C(C(=CC=C1)C(C)C)Br 2,6-diisopropyl-bromobenzene